3-(5-((4-((4-(2,4-difluorophenyl)piperazin-1-yl)methyl)benzyl)amino)-2-methyl-4-oxoquinazolin-3(4H)-yl)piperidine-2,6-dione FC1=C(C=CC(=C1)F)N1CCN(CC1)CC1=CC=C(CNC2=C3C(N(C(=NC3=CC=C2)C)C2C(NC(CC2)=O)=O)=O)C=C1